(2S,4R)-1-[(2S)-2-(4-cyclopropyltriazol-1-yl)-3,3-dimethyl-butanoyl]-4-hydroxy-N-[3-[isopropyl(methylsulfonyl)amino]propyl]pyrrolidine-2-carboxamide C1(CC1)C=1N=NN(C1)[C@H](C(=O)N1[C@@H](C[C@H](C1)O)C(=O)NCCCN(S(=O)(=O)C)C(C)C)C(C)(C)C